F[C@H]1C[C@H](N(C1)C(=O)OC(C)(C)C)C(N(C)OC)=O tert-Butyl (2S,4S)-4-fluoro-2-[methoxy(methyl)carbamoyl]pyrrolidine-1-carboxylate